(3'S,5S)-2-(2-ethoxy-3-pyridinyl)-3'-ethyl-7-[[(2R)-pyrrolidin-2-yl]methyl]-1'-[2-(trifluoromethyl)phenyl]spiro[6,8-dihydro-1,7-naphthyridine-5,4'-piperidine] C(C)OC1=NC=CC=C1C1=NC=2CN(C[C@@]3([C@@H](CN(CC3)C3=C(C=CC=C3)C(F)(F)F)CC)C2C=C1)C[C@@H]1NCCC1